tert-butyl (2R,3S)-3-{[2-fluoro-6-(methylcarbamoyl)pyridin-3-yl]oxy}-2-methylazetidine-1-carboxylate FC1=NC(=CC=C1O[C@@H]1[C@H](N(C1)C(=O)OC(C)(C)C)C)C(NC)=O